2,5-dimethyl-2,5-di(3-Methylbenzoylperoxy)hexane CC(C)(CCC(C)(OOC(C1=CC(=CC=C1)C)=O)C)OOC(C1=CC(=CC=C1)C)=O